C1(CC1)N1N=CC=C1C(=O)N[C@@H](C)C1=NC(=NO1)C1=CC(=NC=C1)C1CC1 2-cyclopropyl-N-[(1S)-1-[3-(2-cyclopropyl-4-pyridinyl)-1,2,4-oxadiazol-5-yl]ethyl]pyrazole-3-carboxamide